C(C)N1[C@@H](CC1)COC1=C(N(N=C1)C)C1=CC=2N(C=C1)N=C(C2)NC(=O)C2CC2 N-[5-[4-[[(2S)-1-ethylazetidin-2-yl]methoxy]-2-methyl-pyrazol-3-yl]pyrazolo[1,5-a]pyridin-2-yl]cyclopropanecarboxamide